3-(3,4-difluoro-2-methoxy-phenoxy)-N-(3-methylsulfanylphenyl)-6-(trifluoromethyl)pyrazine-2-carboxamide FC=1C(=C(OC=2C(=NC(=CN2)C(F)(F)F)C(=O)NC2=CC(=CC=C2)SC)C=CC1F)OC